S1CSCSS1 1,3,5,6-tetrathiane